tert-butyl 6-(1-(3-amino-6-chloropyridazin-4-yl)-4-phenylpiperidine-4-carbonyl)-2,6-diazaspiro[3.3]heptane-2-carboxylate NC=1N=NC(=CC1N1CCC(CC1)(C(=O)N1CC2(CN(C2)C(=O)OC(C)(C)C)C1)C1=CC=CC=C1)Cl